α-methylamino-isobutyric acid CNC(C(=O)O)(C)C